1,4-Dibromobenzene-2,3,5,6-d4 BrC1=C(C(=C(C(=C1[2H])[2H])Br)[2H])[2H]